tert-Butyl (4-(5-chloro-3-(ethylthio)-1-((2-(trimethylsilyl)ethoxy)methoxy)-7,9-dihydrofuro[3,4-f]quinazolin-6-yl)-3-cyano-5-fluorobenzo[b]thiophen-2-yl)carbamate ClC1=C(C2=C(C=3C(=NC(=NC13)SCC)OCOCC[Si](C)(C)C)COC2)C2=C(C=CC=1SC(=C(C12)C#N)NC(OC(C)(C)C)=O)F